C(C)O[Si](OCC)OCC triethoxysilicon